6-((4-((2-cyclopropyl-4-phenyloxazol-5-yl)oxy)pyridin-2-yl)amino)-N-methylpyridinecarboxamide C1(CC1)C=1OC(=C(N1)C1=CC=CC=C1)OC1=CC(=NC=C1)NC1=CC=CC(=N1)C(=O)NC